4-amino-3-(2-methoxyethoxy)-5-[[(2S)-oxetan-2-yl]methylamino]benzoic acid methyl ester COC(C1=CC(=C(C(=C1)NC[C@H]1OCC1)N)OCCOC)=O